C(C)(C)(C)OC(CN1C(C2=CC=C(C=C2[C@@]2([C@H](C2)F)C1)Br)=O)=O.CC=1SC(=CC1)NC(=O)NC(C1=C(C=C(C=C1)Cl)F)=O Methyl-5-(3-(4-chloro-2-fluorobenzoyl)ureido)thiophene tert-butyl-2-[(2's,4r)-6-bromo-2'-fluoro-1-oxospiro[3H-isoquinoline-4,1'-cyclopropane]-2-yl]acetate